NC1=C(C(=O)O)C=C(C(=C1)Br)O[C@@H]1COCC1 (S)-2-amino-4-bromo-5-((tetrahydrofuran-3-yl)oxy)benzoic acid